Cl.C(CCC)C=1OC2=C(C1C(C1=CC=C(C=C1)OCCCN(CCCC)CCCC)=O)C=C(C=C2)NS(=O)(=O)C 2-n-butyl-3-[4-(3-di-n-butylaminopropoxy)benzoyl]-5-methanesulfonamidobenzofuran hydrochloride